1,3-bis(m-aminophenoxy)benzene tert-butyl-N-[7-[2-[tert-butyl(dimethyl)silyl]oxyethoxy]-1-hydroxy-3H-2,1-benzoxaborol-5-yl]carbamate C(C)(C)(C)OC(NC=1C=C(C2=C(COB2O)C1)OCCO[Si](C)(C)C(C)(C)C)=O.NC=1C=C(OC2=CC(=CC=C2)OC2=CC(=CC=C2)N)C=CC1